NC=1N(C=2C(=C3C=CC=NC3=CC2)N1)C 2-amino-3-methyl-imidazo[4,5-f]-quinoline